1-Dodecyl-4-butylpiperidinium methansulfonat CS(=O)(=O)[O-].C(CCCCCCCCCCC)[NH+]1CCC(CC1)CCCC